P(=O)(OCCCCCCCCCCCC)(OC1=CC=CC=C1)OC1=CC=CC=C1 Dodecyl diphenyl phosphate